FC(C=1C=C(CN2C(=CC3=CC=CC=C23)CNC(C=C)=O)C=CC1)(F)F N-((1-(3-(trifluoromethyl)benzyl)-1H-indol-2-yl)methyl)acrylamide